ferrocenylpropyl-methacrylamide [C-]1(C=CC=C1)CCCC=C(C(=O)N)C.[CH-]1C=CC=C1.[Fe+2]